2-[[(1R)-1-[2-Furo[3,2-c]pyridin-2-yl-6-methyl-4-oxo-3-(trifluoromethyl)chromen-8-yl]ethyl]amino]benzoic acid O1C(=CC=2C=NC=CC21)C=2OC1=C(C=C(C=C1C(C2C(F)(F)F)=O)C)[C@@H](C)NC2=C(C(=O)O)C=CC=C2